ClCC(=O)N(C=1C=C2C=CC=NC2=CC1)CC1=CC=C(C=C1)F 2-chloro-N-[(4-fluorophenyl)methyl]-N-(6-quinolyl)acetamide